2-amino-3-methyl-5,6-dichlorobenzoic acid NC1=C(C(=O)O)C(=C(C=C1C)Cl)Cl